methyl-dimethoxyethyl-acetyl-imino(acetylimino)silane selenium nickel molybdenum [Mo].[Ni].[Se].CC(C(=O)N=[Si]=NC(C)=O)CC(OC)OC